CN1C(C2(CCN(CC2)C(=O)OC(C)(C)C)C2=C3C(=NC=C21)N(C(=C3C3=CC=CC=C3)C=3C=NN(C3)C)S(=O)(=O)C3=CC=CC=C3)=O tert-Butyl 6-methyl-2-(1-methyl-1H-pyrazol-4-yl)-7-oxo-1-phenyl-3-(phenylsulfonyl)-6,7-dihydro-3H-spiro[dipyrrolo[2,3-b:3',2'-d]pyridine-8,4'-piperidine]-1'-carboxylate